N1,N1,N3-tris(3-Aminopropyl)-N3-dodecylpropan-1,3-diamin NCCCN(CCCN(CCCCCCCCCCCC)CCCN)CCCN